2-(((S)-1-(((S)-1,1-bis(3-methylphenyl)propan-2-yl)amino)-1-oxopropan-2-yl)carbamoyl)-4-methoxypyridin-3-yl isobutyrate C(C(C)C)(=O)OC=1C(=NC=CC1OC)C(N[C@H](C(=O)N[C@H](C(C1=CC(=CC=C1)C)C1=CC(=CC=C1)C)C)C)=O